COC1=CC=C(C2=C1NC(=N2)NC(=O)N2C[C@@]1(CCOC1)CC2)C2CCOCC2 (5S)-N-[7-methoxy-4-(oxan-4-yl)-1H-1,3-benzodiazol-2-yl]-2-oxa-7-azaspiro[4.4]nonane-7-carboxamide